COC(NS(=O)(=O)C=1SC(=CC1C1=CC(=C(C=C1)CN1C(=NC=C1)C)F)CC(C)C)=O (3-(3-fluoro-4-((2-methyl-1H-imidazol-1-yl)methyl)phenyl)-5-isobutylthiophene-2-yl)sulfonyl-carbamic acid methyl ester